C(C)(C)(C)OC(=O)C1=CC=CC2=C(C=CC=C12)C(NC1=CC=C(C=C1)Br)=O 5-[(4-bromophenyl)carbamoyl]naphthalene-1-carboxylic acid tert-butyl ester